1-[1-(aminomethyl)cyclopropyl]ethanone hydrochloride Cl.NCC1(CC1)C(C)=O